N1=CC(=CC=C1)C1CN(C2(CC2)C1)C(=O)OC(C)(C)C tert-butyl 6-(pyridin-3-yl)-4-azaspiro[2.4]heptane-4-carboxylate